1-(4-bromophenyl)-5-cyclopropyl-3-methyl-pyrazole BrC1=CC=C(C=C1)N1N=C(C=C1C1CC1)C